8-Bromo-2,4-dichloro-5-methylquinoline BrC=1C=CC(=C2C(=CC(=NC12)Cl)Cl)C